C(C)(C)(C)C1=CC(=C(C(=N1)N)C#CCNC([O-])=O)OC1=C(C=C(C=C1)NC(=O)C=1C=NN(C1C(F)(F)F)C1=NC=CC=C1F)F 6-tert-butyl(3-(2-amino-4-(2-fluoro-4-(1-(3-fluoropyridin-2-yl)-5-(trifluoromethyl)-1H-Pyrazole-4-Carboxamido)Phenoxy)Pyridin-3-yl)Prop-2-yn-1-yl)Carbamate